C(C=C)(=O)OC[NH+](C)C N-acryloyloxymethyl-N,N-dimethyl-ammonium